1-[bis(dimethylamino)methylene]-1H-1,2,3-triazolo[4,5-b]pyridinium 3-oxide hexafluorophosphate HBr Br.F[P-](F)(F)(F)(F)F.CN(C)C(=[N+]1N=[N+](C2=NC=CC=C21)[O-])N(C)C